4-Cyano-N-(3-(2-(cyclopropancarboxamido)pyridin-4-yl)-1H-indol-7-yl)tetrahydro-2H-pyran-4-carboxamid C(#N)C1(CCOCC1)C(=O)NC=1C=CC=C2C(=CNC12)C1=CC(=NC=C1)NC(=O)C1CC1